C(C)(C)(C)OC(=O)N[C@@H](CN([C@H](C(=O)O)CCCC)CCCC)C (S)-2-(((R)-2-((tert-butoxycarbonyl)amino)propyl)(butyl)amino)hexanoic acid